C(C)(=O)C1=CC(NC2=CC(=C(C=C12)C)C(C)C)=O 4-acetyl-7-isopropyl-6-methylquinolin-2(1H)-one